methyl 4-bromo-3-(4-(4-methyl-1-((2-(trimethylsilyl)ethoxy)methyl)-1H-imidazol-5-yl)piperidin-1-yl)benzoate BrC1=C(C=C(C(=O)OC)C=C1)N1CCC(CC1)C1=C(N=CN1COCC[Si](C)(C)C)C